(R)-2-amino-3-phenyl-N-(3-bromo-4-fluorophenyl)-propionamide N[C@@H](C(=O)NC1=CC(=C(C=C1)F)Br)CC1=CC=CC=C1